C(C)(C)(C)OC(=O)N1CC(C(CC1)=O)Br 3-bromo-4-oxo-piperidine-1-carboxylic acid tert-butyl ester